4-oxa-1-azatricyclo[7.3.1.05,13]trideca-5(13),6,8,11-tetraen-10-one N12CCOC=3C=CC=C(C(C=C1)=O)C23